(3-chloro-4-fluorophenyl)-6-nitro-7-((tetrahydrofuran-3-yl)oxy)quinazolin-4-amine ClC=1C=C(C=CC1F)C1=NC2=CC(=C(C=C2C(=N1)N)[N+](=O)[O-])OC1COCC1